(2S,3S,4R)-4-fluoro-3-methyl-5-oxopyrrolidin F[C@@H]1[C@H](CNC1=O)C